methyl 2'-chloro-5',6-dimethyl-(4,4'-bipyridine)-3-carboxylate ClC1=NC=C(C(=C1)C1=C(C=NC(=C1)C)C(=O)OC)C